6-Boc-6-azaspiro[2.5]octane-1-carboxylic acid C(=O)(OC(C)(C)C)N1CCC2(CC2C(=O)O)CC1